C1(CC=CC2=CC=C3C(=C12)C=C1C=CC=CC1=N3)=O Quinonaphthalone